4-chloro-8-(2,4-dimethoxybenzyl)-5,6-dihydropteridin-7(8H)-one ClC1=NC=NC=2N(C(CNC12)=O)CC1=C(C=C(C=C1)OC)OC